1-[1,1,1-trifluoropropan-2-yl]pyrazole-4-carboxamide FC(C(C)N1N=CC(=C1)C(=O)N)(F)F